C(C)(C)(C)C1=C(C2=C(N=CN=C2)S1)C1=CC(=C(C=C1)Cl)Cl 6-tert-Butyl-5-(3,4-dichlorophenyl)thieno[2,3-d]pyrimidin